C(#C)C1=CC(=C2C=CC3=C(C=C(C4=CC=C1C2=C34)C#C)C#C)C#C 1,3,6,8-Tetraethynyl-pyrene